(tert-butoxycarbonyl)-3-methylpiperidin-3-carboxylic acid C(C)(C)(C)OC(=O)N1CC(CCC1)(C(=O)O)C